N,N-dimethyl-1-(pyrrolidin-1-yl)propan-2-amine CN(C(CN1CCCC1)C)C